2-(2,6-dihydroxyphenyl)ethanol OC1=C(C(=CC=C1)O)CCO